4-(4-amino-6-(4-methacrylamido-phenyl)-7-methyl-7H-pyrrolo[2,3-d]pyrimidin-5-yl)-N-(1,2,4-oxadiazol-3-yl)benzamide NC=1C2=C(N=CN1)N(C(=C2C2=CC=C(C(=O)NC1=NOC=N1)C=C2)C2=CC=C(C=C2)NC(C(=C)C)=O)C